[6-(3-cyclopropyl-1,2,4-triazol-1-yl)-2-azaspiro[3.3]heptan-2-yl]-[3-[[5-(trifluoromethyl)-3-pyridyl]methoxy]azetidin-1-yl]methanone C1(CC1)C1=NN(C=N1)C1CC2(CN(C2)C(=O)N2CC(C2)OCC=2C=NC=C(C2)C(F)(F)F)C1